tert-butyl (2S)-2-(hydroxymethyl)-4-isopropoxypyrrolidine-1-carboxylate OC[C@H]1N(CC(C1)OC(C)C)C(=O)OC(C)(C)C